CC=1C(=NC=C(C1)C(F)(F)F)N1C(C2(CC1)CCN(CC2)C(=O)OC(C)(C)C)=O tert-butyl 2-[3-methyl-5-(trifluoromethyl)pyridin-2-yl]-1-oxo-2,8-diazaspiro[4.5]decane-8-carboxylate